[N+](=O)([O-])C1=CC=C(OC2CCC3(OCCO3)CC2)C=C1 8-(4-nitrophenoxy)-1,4-dioxaspiro[4.5]decane